CN(C1=NC(=C(C(=C1C#N)CC)C#N)S)C 2-(dimethylamino)-4-ethyl-6-mercaptopyridine-3,5-dicarbonitrile